COC(C1CCC(CC1)OC1CCN(CC1)C1=CC=CC=2N(C=NC21)C2C(NC(CC2)=O)=O)OC 3-[4-[4-[4-(dimethoxymethyl)cyclohexoxy]-1-piperidyl]benzimidazol-1-yl]piperidine-2,6-dione